BrC1=CC=C2C(=C(C(N(C2=C1)C)=O)C(=O)NCC1=CC(=CC=C1)F)C 7-Bromo-N-[(3-fluorophenyl)-methyl]-1,4-dimethyl-2-oxo-1H-quinoline-3-carboxylic acid amide